BrC=1C=C(C=NC1)CO[C@@H](CO)COCCCCCCCCCCCCCCCCCC (S)-2-((5-bromopyridin-3-yl)methoxy)-3-(octadecyloxy)propan-1-ol